C(CCCCCCC\C=C/C\C=C/CCCCC)C1(C(C1)CNC)CCCCCCCC\C=C/C\C=C/CCCCC 1-(2,2-di((9Z,12Z)-octadeca-9,12-dien-1-yl)cyclopropyl)-N,N-dimethylamine